FC(S(=O)(=N)C=1C=NN(C1)CC1CC2(CN(C2)C(=O)OC(C)(C)C)C1)(F)F Tert-Butyl 6-[[4-(trifluoromethylsulfonimidoyl)pyrazol-1-yl]methyl]-2-azaspiro[3.3]heptane-2-carboxylate